C(#N)CN1N=C2C(N(C(C=C2N2C[C@H](N(C[C@@H]2CC)C(C)C2=CC=C(C#N)C=C2)CC)=O)C)=C1 4-(1-((2R,5S)-4-(2-(cyanomethyl)-4-methyl-5-oxo-4,5-dihydro-2H-pyrazolo[4,3-b]pyridin-7-yl)-2,5-diethylpiperazin-1-yl)ethyl)benzonitrile